C12CCCC(CC1)C2 Bicyclo[3.2.1]octan